O[C@H]1[C@@H](O[C@@H]([C@H]1O)CO)[N+]1=CC(=CC=C1)C(=O)[O-] 1-((2R,3R,4S,5R)-3,4-dihydroxy-5-(hydroxymethyl)tetrahydrofuran-2-yl)pyridine-1-ium-3-carboxylate